ClC=1C(=C2C=NNC2=C(C1F)C(CF)C)C=1N=CC=2N(C1)C=C(N2)NC(=O)C2C(C2)F N-(6-(5-chloro-6-fluoro-7-(1-fluoropropan-2-yl)-1H-indazol-4-yl)imidazo[1,2-a]pyrazin-2-yl)-2-fluorocyclopropane-1-carboxamide